5-(3-(3-oxotetrahydro-1H-pyrrolo[1,2-c]imidazole-2(3H)-yl)piperidin-1-yl)pyrazine-2-carboxamide O=C1N(CC2N1CCC2)C2CN(CCC2)C=2N=CC(=NC2)C(=O)N